C(CCCCCCC\C=C/C\C=C/CCCCC)(=O)OC[C@@H](OC(CCCCCCC\C=C/C\C=C/CCCCC)=O)COP(=O)(O)OCC[N+](C)(C)C 1,2-dilinoleoyl-sn-glycero-3-phosphorylcholine